C1(CCC1)CN1N=CC(=C1)NC(=O)C1=NC(=CC=C1)C=1C=NN2C1CCCC2 N-[1-(cyclobutylmethyl)-1H-pyrazol-4-yl]-6-(4,5,6,7-tetrahydropyrazolo[1,5-a]pyridin-3-yl)pyridine-2-carboxamide